methyl 2-[4-(benzylsulfanyl)-2,6-difluorophenyl]-4-methylquinoline-7-carboxylate C(C1=CC=CC=C1)SC1=CC(=C(C(=C1)F)C1=NC2=CC(=CC=C2C(=C1)C)C(=O)OC)F